C(#N)C(=C(C(C(=C(C#N)C#N)C#N)B)C#N)C#N (1,1,2,4,5,5-hexacyanopent-1,4-dien-3-yl)borane